CN(C)N(CCNCCN)CCCO dimethylaminohydroxypropyl-diethylenetriamine